N-(4-(2-(((1R,3R,4R)-4-(Dimethylamino)-3-hydroxycyclohexyl)amino)-8-isopropyl-7-oxo-7,8-dihydropyrido[2,3-d]pyrimidin-6-yl)-2-fluorophenyl)-3,3,3-trifluoropropane-1-sulfonamide CN([C@H]1[C@@H](C[C@@H](CC1)NC=1N=CC2=C(N1)N(C(C(=C2)C2=CC(=C(C=C2)NS(=O)(=O)CCC(F)(F)F)F)=O)C(C)C)O)C